5-bromo-4-fluoro-3-methylbenzo[d]isothiazole 1,1-dioxide BrC=1C=CC2=C(C(=NS2(=O)=O)C)C1F